Cl.Cl.BrC=1C=NN2C1N=C1C(=C2NC2CC(C2)N)CC(C12CCCC2)C (1R,3R)-N1-(3-bromo-6-methyl-6,7-dihydrospiro[cyclopenta[d]pyrazolo[1,5-a]pyrimidine-5,1'-cyclopentane]-8-yl)cyclobutane-1,3-diamine dihydrochloride